CN1CC(C1)(C)[C@@](C=1C=C(C=CC1)C#C[C@](C)(O)C1=NN(C(=C1)C)C)(C1=CC=C(C=C1)C(C)C)O (S)-4-{3-[(S)-(1,3-Dimethyl-azetidin-3-yl)-hydroxy-(4-isopropyl-phenyl)-methyl]-phenyl}-2-(1,5-dimethyl-1H-pyrazol-3-yl)-but-3-yn-2-ol